3-propyl-imidazolium C(CC)[N+]1=CNC=C1